vinylimidazolium bis(trifluoromethanesulfonyl)imide [N-](S(=O)(=O)C(F)(F)F)S(=O)(=O)C(F)(F)F.C(=C)C=1NC=C[NH+]1